FC(OC1=CC(=NN1)NC1=CN=CC(=N1)O[C@@H]1[C@@H]([C@@H]2CC[C@H](C1)N2C(=O)OC(C)(C)C)C)F tert-butyl (1S,2R,3S,5R)-3-((6-((5-(difluoromethoxy)-1H-pyrazol-3-yl)amino)pyrazin-2-yl)oxy)-2-methyl-8-azabicyclo[3.2.1]octane-8-carboxylate